5-hydroxy-1-methylpyridin-1-ium OC=1C=CC=[N+](C1)C